O(C1=CC=CC=C1)C1=CC=C(C=C1)C1=NN(C2=NC=NC(=C21)N)C2CCN(CC2)C2CN(C2)CC2CCNCC2 3-(4-phenoxyphenyl)-1-(1-(1-(piperidin-4-ylmethyl)azetidin-3-yl)piperidin-4-yl)-1H-pyrazolo[3,4-d]pyrimidin-4-amine